BrC=1C=C(C=C(C1)F)N(C1=NC=2N(C3=C1N=CC=C3)C=NN2)CC(F)F N-(3-bromo-5-fluorophenyl)-N-(2,2-difluoroethyl)pyrido[2,3-e][1,2,4]triazolo[4,3-a]pyrimidin-5-amine